5-((dodecyloxy)methyl)-4-hydroxytetrahydrofuran-3-yl-sulfat C(CCCCCCCCCCC)OCC1C(C(CO1)OS(=O)(=O)[O-])O